CO[C@@H]1CC[C@H](CC1)NC1=NN2C(C=N1)=C(C=C2)C=2C=CC1=C(N(N=N1)C)C2 N-(trans-4-methoxycyclohexyl)-5-(1-methyl-1H-benzo[d][1,2,3]triazol-6-yl)pyrrolo[2,1-f][1,2,4]triazin-2-amine